(4S)-8-chloro-5-fluoro-chroman-4-amine ClC=1C=CC(=C2[C@H](CCOC12)N)F